[Zr].O.[Zr].COC1=CC(=CC2=C1C(=NO2)NS(=O)(=O)C2=C(C=CC=C2)OC)CN2N=CC(=C2)CNC(C#C)=O N-((1-((4-methoxy-3-((2-methoxyphenyl)sulfonamido)benzo[d]isoxazol-6-yl)methyl)-1H-pyrazol-4-yl)methyl)propiolamide zirconium hydrate zirconium